FC1=C(N=C2N(C1=O)CC[C@H](N2CC2=CC=NO2)C(F)(F)F)N2[C@@H](COCC2)C (S)-3-Fluoro-9-isoxazol-5-ylmethyl-2-((R)-3-methyl-morpholin-4-yl)-8-trifluoromethyl-6,7,8,9-tetrahydro-pyrimido[1,2-a]-pyrimidin-4-one